(E)-N-(4-(8-(1,2-dimethyl-6-(trifluoromethyl)-1H-benzo[d]imidazol-5-yl)indolizine-3-carbonyl)-2,6-difluorophenyl)-4-((tetrahydro-2H-pyran-3-yl)amino)but-2-enamide CN1C(=NC2=C1C=C(C(=C2)C2=CC=CN1C(=CC=C21)C(=O)C2=CC(=C(C(=C2)F)NC(\C=C\CNC2COCCC2)=O)F)C(F)(F)F)C